tert-butyl (4-(naphthalen-2-ylamino)cyclohexyl)carbamate C1=C(C=CC2=CC=CC=C12)NC1CCC(CC1)NC(OC(C)(C)C)=O